5-Methyl-2-(5-morpholin-4-yl-3,4'-bipyridin-2'-yl)-N-[(1S)-1-phenylethyl]-1H-imidazole CC1=CN=C(N1[C@@H](C)C1=CC=CC=C1)C1=NC=CC(=C1)C=1C=NC=C(C1)N1CCOCC1